FC(C1=NOC(=N1)C1CC2(C1)N(C(CN(C2=O)C2=C(C=C(C#N)C=C2)F)=O)CC2=CC=C(C=C2)C(F)(F)F)F 4-((2r,4r)-2-(3-(difluoromethyl)-1,2,4-oxadiazol-5-yl)-6,9-dioxo-5-(4-(trifluoromethyl)benzyl)-5,8-diazaspiro[3.5]nonan-8-yl)-3-fluorobenzonitrile